C(C=1C(C(=O)OCC(CCCCC)CCC)=CC=CC1)(=O)OCC(CCCCC)CCC Bis(2-propylheptyl) phthalate